C1(=CC=CC=C1)N(C(C=C)=O)C1=CC=CC=C1 N,N-diphenyl-2-propenamide